1-Cyclopent-3-en-1-yl-3-iodo-pyrazolo[3,4-d]pyrimidin-4-amine C1(CC=CC1)N1N=C(C=2C1=NC=NC2N)I